5-(2-Fluoro-6-hydroxy-4-(5,6,7,8-tetrahydroimidazo[1,2-a]pyridin-3-yl)phenyl)-1,2,5-thiadiazolidin-3-one-1,1-dioxide FC1=C(C(=CC(=C1)C1=CN=C2N1CCCC2)O)N2CC(NS2(=O)=O)=O